phenylsulfanyl-phenanthrene beryllium [Be].C1(=CC=CC=C1)SC1=CC=CC=2C3=CC=CC=C3C=CC12